C1(=CC=CC2=CC=C3C=C4C=CC=CC4=CC3=C12)C1(CC=2C=3C=C(C=CC3NC2C=C1)N)N 6-tetraphenyl-9H-carbazole-3,6-diamine